S(=O)([O-])OS(=O)[O-].[Na+].[Na+].[Na+].[NH4+].S(=O)([O-])OS(=O)[O-] ammonium trisodium disulfite